(S)-6-(1-(6-(trifluoromethyl)pyridin-3-yl)pyrrolidin-3-yl)-2-thia-6-azaspiro[3.4]octane 2,2-dioxide FC(C1=CC=C(C=N1)N1C[C@H](CC1)N1CC2(CS(C2)(=O)=O)CC1)(F)F